3-((2-(4,6-dimethoxybenzofuran-2-carbonyl)hydrazinylidene)methyl)-2-methyl-1H-indole COC1=CC(=CC2=C1C=C(O2)C(=O)NN=CC2=C(NC1=CC=CC=C21)C)OC